CC1=CC=C(C(=O)N[C@@H](CC(=O)[O-])C(=O)[O-])C=C1.[Na+].[Na+] disodium N-(4-methylbenzoyl)-L-aspartate